[(1S,2S)-2-(2,6-dimethylphenyl)-1-methyl-propyl] (2S)-2-[(3-hydroxy-4-methoxy-pyridine-2-carbonyl)-amino]propanoate OC=1C(=NC=CC1OC)C(=O)N[C@H](C(=O)O[C@H]([C@@H](C)C1=C(C=CC=C1C)C)C)C